BrC1=CC=C(COC2=C3C(C=C(OC3=CC=C2)C(=O)N)=O)C=C1 5-((4-bromobenzyl)oxy)-4-oxo-4H-chromene-2-carboxamide